(2S)-benzyl 2-((tert-butoxycarbonyl)amino)-4-(phenethylsulfinyl)butanoate C(C)(C)(C)OC(=O)N[C@H](C(=O)OCC1=CC=CC=C1)CCS(=O)CCC1=CC=CC=C1